methyl (2,6-dihydroxy-5'-methyl-4-pentyl-2'-(prop-1-en-2-yl)-[1,1'-biphenyl]-3-carbonyl)-L-alaninate OC1=C(C(=CC(=C1C(=O)N[C@@H](C)C(=O)OC)CCCCC)O)C1=C(C=CC(=C1)C)C(=C)C